C1(=CC=CC=C1)C1=C(C(=CC=C1)C1=CC=CC=C1)O.C1(=CC=CC=C1)C1=C(C(=CC=C1)C1=CC=CC=C1)O.C1(=CC=CC=C1)C1=C(C(=CC=C1)C1=CC=CC=C1)O.[Al] aluminum tris(2,6-diphenylphenol)